[1-[4-[(8-fluoro-2-methyl-imidazo[1,2-a]pyridin-6-yl)carbamoyl]-2-hydroxy-3-nitro-phenyl]-4-piperidyl]carbamate FC=1C=2N(C=C(C1)NC(=O)C1=C(C(=C(C=C1)N1CCC(CC1)NC([O-])=O)O)[N+](=O)[O-])C=C(N2)C